C(C1=CC=CC=C1)N1N=C(C(N(C1=O)CC1=CC=CC=C1)=O)C1=CC=C(C#N)C=C1 4-(2,4-dibenzyl-3,5-dioxo-2,3,4,5-tetrahydro-1,2,4-triazin-6-yl)benzonitrile